C(C)N1CC2(CN(C2)C=2C=CC(=NC2)NC2=NC=C(C(=N2)C2=CC3=NC=CC(=C3S2)C(C)C)F)C1 N-[5-(6-Ethyl-2,6-diazaspiro[3.3]heptan-2-yl)pyridin-2-yl]-5-fluoro-4-(7-propan-2-ylthieno[3,2-b]pyridin-2-yl)pyrimidin-2-amine